C(#N)C1=C2CC(CC2=CC=C1OCC(=O)NC)C=O 2-[(4-cyano-2-formyl-2,3-dihydro-1H-inden-5-yl)oxy]N-methylacetamide